BrC1=C(C=C(C=C1)C=1OC(=NN1)C)COC 2-(4-bromo-3-(methoxymethyl)phenyl)-5-methyl-1,3,4-oxadiazole